NC1=C2N=CN(C2=NC(=N1)C#C)C1CCC(CC1)C(=O)NC=1SC=2CN(CCC2N1)C 4-(6-amino-2-ethynyl-9H-purin-9-yl)-N-(5-methyl-4,5,6,7-tetrahydro[1,3]thiazolo[5,4-c]pyridin-2-yl)cyclohexanecarboxamide